(2R,5S)-N-{2-benzyl-2-azaspiro[3.3]heptan-6-yl}-4-(5-methanesulfonyl-pyrimidin-2-yl)-2,5-dimethylpiperazine-1-carboxamide C(C1=CC=CC=C1)N1CC2(C1)CC(C2)NC(=O)N2[C@@H](CN([C@H](C2)C)C2=NC=C(C=N2)S(=O)(=O)C)C